3-(p-chlorophenyl)-1,1-dimethylurea ClC1=CC=C(C=C1)NC(N(C)C)=O